C(C)N(CC(=O)NCC(=O)O)C1=CC=C(C=C1)OC ethyl-(4-methoxyphenyl)glycylglycine